FC1=CC(=C2CN(C(C2=C1)=O)C1C(NC(CC1)=O)=O)C1CCN(CC1)CCCCOC1=CC=C(C=C1)[C@H]1[C@H](CCC2=CC(=CC=C12)O)C1=CC=CC=C1 3-(6-Fluoro-4-(1-(4-(4-((1R,2S)-6-hydroxy-2-phenyl-1,2,3,4-tetrahydro-naphthalen-1-yl)phenoxy)butyl)piperidin-4-yl)-1-oxoisoindolin-2-yl)piperidine-2,6-dione